C(CCC)NC=1N=CC2=C(N(C(C=3C=C(C=CC23)N2CCC(CC2)N2CCCC2)=O)[C@@H]2CC[C@H](CC2)O)N1 trans-3-(Butylamino)-5-(4-hydroxycyclohexyl)-8-(4-(pyrrolidin-1-yl)piperidin-1-yl)pyrimido[4,5-c]isoquinolin-6(5H)-one